FC(C(C(F)(F)F)(O)C1=CC=C(C=C1)C1=C(C=C(C=C1)CN1C[C@H](N(CC1)CC1=CC=NC=C1)CC(=O)OC(C)C)C)(F)F isopropyl (R)-2-(4-((4'-(1,1,1,3,3,3-hexafluoro-2-hydroxypropan-2-yl)-2-methyl-[1,1'-biphenyl]-4-yl)methyl)-1-(pyridin-4-ylmethyl)piperazin-2-yl)acetate